5-[[3-carbamoyl-4-[(2-guanidinoacetyl)amino]phenyl]sulfonylamino]thiazole-4-carboxylic acid C(N)(=O)C=1C=C(C=CC1NC(CNC(=N)N)=O)S(=O)(=O)NC1=C(N=CS1)C(=O)O